FC(CN1N=CC(=C1)N1CN=C(C=C1)C1(NC=C(C=C1)OC1CCN(CC1)C)C=1C=NC(=CC1NC1CCC(CC1)F)N)F 2-(1-(2,2-Difluoroethyl-1H-pyrazol-4-yl)pyrimidin-4-yl)-N4'-(4-fluorocyclohexyl)-5-((1-methylpiperidin-4-yl)oxy)-[2,3'-bipyridine]-4',6'-diamine